CC1(OB(OC1(C)C)C1=C=C=CC=C1)C 4-(4,4,5,5-tetramethyl-1,3,2-dioxaborolan-2-yl)cyclohexatriene-3-ene